trans-4-((3-(6-Cyclopropyl pyridin-3-yl)phenyl)((trans-4-(4-methoxy-3-methylphenyl)cyclohexyl) methyl)carbamoyl)cyclohexyl methylcarbamate CNC(O[C@@H]1CC[C@H](CC1)C(N(C[C@@H]1CC[C@H](CC1)C1=CC(=C(C=C1)OC)C)C1=CC(=CC=C1)C=1C=NC(=CC1)C1CC1)=O)=O